C(C1CO1)N1C(=O)N(C(=O)C1CC(=O)O)CC1CO1 1,3-diglycidyl-5-hydantoinacetic acid